methylamine hydrogen fluoride salt F.CN